8-(5-(2,3-dimethyl-2-butoxycarbonyl)naphthyl)-tetracyclo[4.4.0.12,5.17,10]-3-dodeceneN CC(C)(C(C)C)OC(=O)C1=C2C=CC=C(C2=CC=C1)C1C2C3C4C=CC(=C3C(C1)C2)C4